NC=1C=2N(C=CN1)C(=NC2C2=CC=C1C=CC(=NC1=C2)C2=CC=CC=C2)C2CC(C2)(O)C Cis-3-[8-amino-1-(2-phenyl-7-quinolinyl)imidazo[1,5-a]pyrazin-3-yl]-1-methyl-cyclobutanol